CC1=NN=C(S1)COCC(=O)OC(C)(C)C tert-butyl 2-[(5-methyl-1,3,4-thiadiazol-2-yl)methoxy]acetate